COC=1C=C(C(=O)NC=2C=CC3=C(N=C(O3)C3=CC=C(C=C3)OC)C2)C=CC1 3-Methoxy-N-[2-(4-methoxyphenyl)-1,3-benzoxazol-5-yl]benzamide